FC=1C=C(C=CC1)C=1N(C(C2=CC(=CC(=C2C1)C(C)NC1=C(C(=O)O)C=CC=C1)C)=O)C 2-((1-(3-(3-fluorophenyl)-2,7-dimethyl-1-oxo-1,2-dihydroisoquinolin-5-yl)ethyl)amino)benzoic acid